(5-amino-1-{6-[(2,6-difluorophenyl)oxy]-4-methylpyridin-3-yl}pyrazol-4-yl)[2-(oxetan-3-ylmethyl)-2,3,4,7-tetrahydro-1H-pyrrolo[2,3-H]isoquinolin-8-yl]methanone NC1=C(C=NN1C=1C=NC(=CC1C)OC1=C(C=CC=C1F)F)C(=O)C1=CC=2C(=CC=C3CCN(CC23)CC2COC2)N1